(S)-(1-(2-((1H-indazol-3-yl)amino)quinazolin-4-yl)pyrrolidin-2-yl)methanol N1N=C(C2=CC=CC=C12)NC1=NC2=CC=CC=C2C(=N1)N1[C@@H](CCC1)CO